O(C#N)C1=CC=C(C=C1)P(C)(C1=CC=C(C=C1)OC#N)=O Bis(4-cyanatophenyl)(methyl)phosphine oxide